5-benzylacetyl-2-(benzyloxy)-1-oxo-2,5-diazaspiro[3.4]octane-6-carboxylate C(C1=CC=CC=C1)CC(=O)N1C2(CN(C2=O)OCC2=CC=CC=C2)CCC1C(=O)[O-]